3-[3-methyl-2-oxo-5-[1-[[(3R)-pyrrolidin-3-yl]methyl]-4-piperidyl]benzimidazol-1-yl]piperidine CN1C(N(C2=C1C=C(C=C2)C2CCN(CC2)C[C@H]2CNCC2)C2CNCCC2)=O